OC1=C(C=CC=C1)NC(=O)N(C)C N-(2-hydroxyphenyl)-N',N'-dimethylurea